FC1=C(C=CC(=C1)F)S(=O)(=O)NC=1C(=NC=C(C1)C=1C=C2C(=NC=NC2=CC1)N1CCN(CC1)C(\C=C\C(C)=O)=O)CO (E)-2,4-difluoro-N-(2-(hydroxymethyl)-5-(4-(4-(4-oxopent-2-enoyl)piperazin-1-yl)quinazolin-6-yl)pyridin-3-yl)benzenesulfonamide